C(#N)C1=C(C=CC=C1)N=CN(C)C N'-(2-cyanophenyl)-N,N-dimethylformamidine